methyl 2-(3-(4-(tert-butoxycarbonyl) piperazin-1-yl) bicyclo[1.1.1]pentan-1-yl)-5-(2,2,2-trifluoroacetamido)-2H-indazole-6-carboxylate C(C)(C)(C)OC(=O)N1CCN(CC1)C12CC(C1)(C2)N2N=C1C=C(C(=CC1=C2)NC(C(F)(F)F)=O)C(=O)OC